CN1C(=C(C=C1C)C)C(=O)OCC ethyl 1,3,5-trimethylpyrrole-2-carboxylate